tert-butyl (2R,6S)-4-(7-bromo-1-methyl-benzotriazol-4-yl)-2,6-dimethyl-piperazine-1-carboxylate BrC1=CC=C(C2=C1N(N=N2)C)N2C[C@H](N([C@H](C2)C)C(=O)OC(C)(C)C)C